COC=1C=C(C=C(C1)OC)C=1C=C(C=2N(C1)C=C(N2)C2=CC=C(C=C2)NCCN2CCOCC2)C2=CC=C(C=C2)C(C)=O 1-(4-(6-(3,5-dimethoxyphenyl)-2-(4-((2-morpholinoethyl)amino)phenyl)imidazo[1,2-a]pyridin-8-yl)phenyl)ethan-1-one